N[C@@H]1C[C@@H](CC1)S (1R,3S)-3-amino-1-cyclopentanethiol